(R)-6-amino-2-((R)-2-((R)-2-((R)-2-amino-3-phenylpropionylamino)-4-methylpentanoylamino)hexanoyl)-4-((methoxycarbonyl)amino)piperidine-4-carboxylic acid NC1CC(C[C@@H](N1)C([C@@H](CCCC)NC([C@@H](CC(C)C)NC([C@@H](CC1=CC=CC=C1)N)=O)=O)=O)(C(=O)O)NC(=O)OC